2,6-dimethoxy-4-(2-methyloctan-2-yl)-N-(3-(4-methylpiperazin-1-yl)phenyl)benzamide COC1=C(C(=O)NC2=CC(=CC=C2)N2CCN(CC2)C)C(=CC(=C1)C(C)(CCCCCC)C)OC